IN(C1=CC=CC=C1)CC iodo-N-ethylaniline